N-[6-({3-Cyano-6-[(oxan-4-yl)amino]imidazo[1,2-b]pyridazin-8-yl}amino)pyridin-2-yl]-2-hydroxy-2-methylpropanamid C(#N)C1=CN=C2N1N=C(C=C2NC2=CC=CC(=N2)NC(C(C)(C)O)=O)NC2CCOCC2